C1(CC1)CC1=CNC=2N=CN=C(C21)NC2CCC(N(C2)C(C=C)=O)C(C)C 1-(5-((5-(cyclopropylmethyl)-7H-pyrrolo[2,3-d]pyrimidin-4-yl)amino)-2-isopropylpiperidin-1-yl)prop-2-en-1-one